ClC1=C(C=CC=C1Cl)C1=NC=C2N1C=CN=C2N2CCC1([C@@H](C=3N(N=CC3)C1)N)CC2 (S)-1-(3-(2,3-dichlorophenyl)imidazo[1,5-a]pyrazin-8-yl)-4'H,6'H-spiro[piperidine-4,5'-pyrrolo[1,2-b]pyrazole]-4'-amine